dipentaerythritol tri-itaconate C(C(=C)CC(=O)O)(=O)O.C(C(=C)CC(=O)O)(=O)O.C(C(=C)CC(=O)O)(=O)O.OCC(CO)(COCC(CO)(CO)CO)CO